FC1(CC1)C=1C=C2C(=CC1)C(NCC21CC1)=O 6-(1-fluorocyclopropyl)spiro[2,3-dihydroisoquinoline-4,1'-cyclopropane]-1-one